COC([C@@H](NC(=O)OC(C)(C)C)CCSC)=O L-N-t-butoxycarbonyl-methionine methyl ester